CN(C)\C=C\1/C(CCC1)=O (Z)-2-((dimethylamino)methylene)cyclopentan-1-one